(S)-5-chloro-10-(2,2-difluoroethyl)-4-fluoro-2-(((2R,7aS)-2-fluorotetrahydro-1H-pyrrolizin-7a(5H)-yl)methoxy)-9-methyl-9,10-dihydro-8H-7-oxa-1,3,6,10-tetraazacyclohepta[de]naphthalene ClC1=C(C=2N=C(N=C3C2C(=N1)OC[C@@H](N3CC(F)F)C)OC[C@]31CCCN1C[C@@H](C3)F)F